6',7'-dihydrospiro[cyclohexane-1,5'-pyrrolo[4,3-b]pyridine] N1=C2C(=CC=C1)C1(NC2)CCCCC1